N6-{N-[5-(aminomethyl)pyridine-2-carbonyl]-3-(quinolin-2-yl)-L-alanyl}-N2-{[(1S)-1,3-dicarboxypropyl]carbamoyl}-L-lysine NCC=1C=CC(=NC1)C(=O)N[C@@H](CC1=NC2=CC=CC=C2C=C1)C(=O)NCCCC[C@H](NC(N[C@@H](CCC(=O)O)C(=O)O)=O)C(=O)O